CS(=O)(=O)OC1=C(C(=CC=C1)Cl)[C@H]1CC(=NO1)C=1N=C(SC1)C1CCN(CC1)C(CN1N=C(C=C1C(F)F)C(F)F)=O |r| 2-{(5RS)-3-[2-(1-{[3,5-bis(difluoromethyl)-1H-pyrazol-1-yl] acetyl}-4-piperidinyl) thiazol-4-yl]-4,5-dihydroisoxazol-5-yl}-3-chlorophenyl methanesulfonate